CN(C(OC(C)OC1=CC2=CC=C(C(=C2C(=C1)B1OC(C(O1)(C)C)(C)C)CC)F)=O)C 1-((5-ethyl-6-fluoro-4-(4,4,5,5-tetramethyl-1,3,2-dioxaborolan-2-yl)naphthalen-2-yl)oxy)ethyl dimethylcarbamate